3-pentylcarbazole C(CCCC)C=1C=CC=2NC3=CC=CC=C3C2C1